CN1C=C(C2=CC=CC=C12)C(C(=O)Cl)C(=O)Cl 2-(1-methyl-1H-indol-3-yl)malonyl chloride